COC(=O)C1=C(N(C(=CC1=O)CC(=O)OCC)CC)C1=CC(=C(C=C1)Cl)Cl 2-(3,4-dichlorophenyl)-6-(2-ethoxy-2-oxo-ethyl)-1-ethyl-4-oxo-pyridine-3-carboxylic acid methyl ester